(E)-3-[3,4-Bis[[1-(4-chlorophenyl)triazol-4-yl]methoxy]phenyl]-1-(2-hydroxy-4,6-dimethoxyphenyl)prop-2-en-1-one ClC1=CC=C(C=C1)N1N=NC(=C1)COC=1C=C(C=CC1OCC=1N=NN(C1)C1=CC=C(C=C1)Cl)/C=C/C(=O)C1=C(C=C(C=C1OC)OC)O